BrC1=CN=C2N1C=C(N=C2C#N)C(=O)N(C)C2=CC(=C(C=C2)F)OC 3-bromo-8-cyano-N-(4-fluoro-3-methoxy-phenyl)-N-methyl-imidazo[1,2-a]pyrazine-6-carboxamide